N-((1R,2R,4S)-7-cyano-7-azabicyclo[2.2.1]heptan-2-yl)-1-(3,5-dichlorophenyl)-1H-pyrazole-3-carboxamide C(#N)N1[C@H]2[C@@H](C[C@@H]1CC2)NC(=O)C2=NN(C=C2)C2=CC(=CC(=C2)Cl)Cl